C(=C)C=1C(=NC=CC1)C(=O)NC1=CC=C(C=C1)N1C2=C(NCC=C1)C1=CC=CC=C1C=C2 5-[4-[(3-vinylpyridin-2-yl)carbonylamino]phenyl]-1H-naphtho[1,2-b][1,4]diazepine